N-(9,12-octadecadienoyl)glutamic acid tert-butyl-3-benzyl-1-methyl-2,4-dioxa-1,3,8-triazaspiro[4.5]decane-8-carboxylate C(C)(C)(C)C1C2(ON(ON2C)CC2=CC=CC=C2)CCN(C1)C(=O)O.C(CCCCCCCC=CCC=CCCCCC)(=O)N[C@@H](CCC(=O)O)C(=O)O